NC1C(CCCCC1)N 1,2-diaminocycloheptane